BrC=1C=C(C(=NC1)C#N)S(=O)(=O)CC 5-bromo-3-(ethylsulfonyl)cyanopyridine